2-(3-fluoro-5-(pentafluoro-lambda6-sulfanyl-(sulfaneyl))phenyl)acetic acid FC=1C=C(C=C(C1)SS(F)(F)(F)(F)F)CC(=O)O